ClC=1C=C(C=CC1Cl)CC(=O)O 3,4-dichlorophenyl-acetic acid